(S)-3-(3,3-difluoroazetidin-1-yl)-6a,7,9,10-tetrahydropyrazino[1,2-d]pyrido[3,2-b][1,4]thiazin FC1(CN(C1)C1=CC=2SC[C@H]3N(C2N=C1)CCNC3)F